C(C)(C)(C)OC(=O)NC1CCC(N(C1)C)CC(=O)OCC ethyl 2-(5-((tert-butoxycarbonyl)amino)-1-methylpiperidin-2-yl)acetate